(S)-1-(3-(4-amino-3-((3,5-dimethoxyphenyl)ethynyl)-7-(1-methyl-1H-pyrazol-3-yl)-1H-pyrazolo[4,3-c]pyridin-1-yl)pyrrolidin-1-yl)prop-2-en-1-one NC1=NC=C(C2=C1C(=NN2[C@@H]2CN(CC2)C(C=C)=O)C#CC2=CC(=CC(=C2)OC)OC)C2=NN(C=C2)C